4-Amino-1-(6-bromo-3-pyridyl)pyrazole-3-carboxamide NC=1C(=NN(C1)C=1C=NC(=CC1)Br)C(=O)N